FC(C1=NN=C(O1)CNC(OC(C)(C)C)=O)(F)F tert-butyl ((5-(trifluoromethyl)-1,3,4-oxadiazol-2-yl)methyl)carbamate